{2-[2-(3,4-difluorophenyl)-2-hydroxyethyl]-2H-indazol-4-yl}boronic acid FC=1C=C(C=CC1F)C(CN1N=C2C=CC=C(C2=C1)B(O)O)O